COC1=CC=C(C=C1)C=1NC(SC1)N/N=C/C=1N=C(C=2N(C3=CC=CC=C3C2C1)CC1=CC=CC=C1)C(C)C 4-(4-methoxyphenyl)-2-(((E)-(9-benzyl-1-isopropyl-beta-carbolin-3-yl)methylene)hydrazino)-2,3-dihydrothiazole